FC1=C(OC2=C(C=C(C=C2)S(=O)(=O)C)C=2C3=C(C(N(C2)C)=O)NC(=C3)C(=C)C)C=CC(=C1)F 4-[2-(2,4-difluorophenoxy)-5-(methylsulfonyl)phenyl]-6-methyl-2-(prop-1-en-2-yl)-1,6-dihydro-7H-pyrrolo[2,3-c]pyridin-7-one